IC1=CC(=C(C(=O)NC2=NC=3N(C=C2)N=CC3C3CCOCC3)C=C1)N1CCC3(CC3)CC1 4-iodo-2-(6-azaspiro[2.5]oct-6-yl)-N-(3-(tetrahydro-2H-pyran-4-yl)pyrazolo[1,5-a]pyrimidin-5-yl)benzamide